CC1=C(OC=2C(=CC=3C(N2)=CN(N3)CC(C)(C)O)C=3C2=C(C(N(C3)C)=O)NC(=C2)C(=O)NCC)C(=CC=C1)C 4-(5-(2,6-dimethylphenoxy)-2-(2-hydroxy-2-methylpropyl)-2H-pyrazolo[4,3-b]pyridin-6-yl)-N-ethyl-6-methyl-7-oxo-6,7-dihydro-1H-pyrrolo[2,3-c]pyridine-2-carboxamide